NC(C(=O)NC(C(=O)OC(C)(C)C)CCCCNC(CCCC1=CC=C(C=C1)CC(C)C)=O)CCCCNC(=O)OC(C)(C)C tert-butyl 2-(2-amino-6-((tert-butoxycarbonyl)amino)hexanamido)-6-(4-(4-isobutyl-phenyl)butanamido)hexanoate